FC1=C(C=C(C(=C1)F)F)C1=C(C=CC=C1)NC(=O)C=1C(=NN(C1)C)C(F)F N-(2',4',5'-Trifluorobiphenyl-2-yl)-3-difluoromethyl-1-methylpyrazol-4-yl-carboxamide